Di-(4-tert.-butyl-cyclohexyl)-peroxydicarbonat C(C)(C)(C)C1CCC(CC1)OC(=O)OOC(=O)OC1CCC(CC1)C(C)(C)C